ClC1=CC2=C(C(NS(C3=C2C=CC=C3)(=O)=O)C3=CC=CC=C3)C=C1 (+)-10-Chloro-7-phenyl-6,7-dihydrodibenzo[d,f][1,2]Thiazepine 5,5-dioxide